[Cu](Br)Br.C(C)S(=O)(=O)O ethyl-sulphonate copper bromide